((4-(isobutoxycarbamoyl)-2,3-dihydrobenzofuran-7-yl)amino)-5-(trifluoromethyl)pyrimidine C(C(C)C)ONC(=O)C1=CC=C(C2=C1CCO2)NC2=NC=C(C=N2)C(F)(F)F